5-trifluoromethoxy-3-indolecarboxylic acid FC(OC=1C=C2C(=CNC2=CC1)C(=O)O)(F)F